C(CC)[Bi](CCC)N[Bi](CCC)CCC bis(dipropylbismuthanyl)amine